N[C@@H](C[C@H]1C(NCCC1)=O)C(COCC1=CC=CC=C1)=O (S)-3-((S)-2-amino-4-(benzyloxy)-3-oxobutyl)piperidin-2-one